O1CCC(=CC1)C=1NC2=CC=CC=C2C1 2-(3,6-dihydro-2H-pyran-4-yl)-1H-indole